3-chloro-1-(2-(3-fluoro-5-(trifluoromethyl)benzyl)pyridine-4-yl)-1H-pyrazole-4-carboxylic acid ethyl ester C(C)OC(=O)C=1C(=NN(C1)C1=CC(=NC=C1)CC1=CC(=CC(=C1)C(F)(F)F)F)Cl